[N+](#[C-])C1(CCCCC1)C#N isocyanocyanocyclohexane